C12(N=CC=C3C1=NC1=CC=CC=C31)CCNCC2 spiro[piperidine-4,1-pyrido[3,4-b]indole]